N-(2-fluoro-5-(4,4,5,5-tetramethyl-1,3,2-dioxaborolan-2-yl)phenyl)methacrylamide FC1=C(C=C(C=C1)B1OC(C(O1)(C)C)(C)C)NC(C(=C)C)=O